S(=O)(=O)([O-])[O-].[Na+].[Na+] sodium monosulfate